C(C)OC(=O)C1CC(=NO1)C(C)O[Si](C)(C)C(C)(C)C 3-[1-[tert-butyl-(dimethyl)silyl]oxyethyl]-4,5-dihydroisoxazole-5-carboxylic acid ethyl ester